OC1=C(C=CC(=C1)O)NC(=S)N N-(2,4-dihydroxyphenyl)thiourea